C(C)(C)(C)OP(=O)(OC(C)(C)C)[O-].C(CCC)[N+](CCCC)(CCCC)CCCC tetrabutylammonium di-tert-butyl-phosphate